C1(CCCC12CCNCC2)N 8-azaspiro[4.5]decan-1-amine